tert-butyl 4-formyl-3,3-dimethylpyrrolidine-1-carboxylate C(=O)C1C(CN(C1)C(=O)OC(C)(C)C)(C)C